3H-indazol-4-carboxamide N1=NCC=2C(=CC=CC12)C(=O)N